trans-4-((3-(1-Cyclopropyl-1H-pyrazol-4-yl)phenyl)((trans-4-(4-methoxy-3-methylphenyl)cyclohexyl)methyl)carbamoyl)cyclohexyl 3-((dimethylamino)-methyl)azetidine-1-carboxylate CN(C)CC1CN(C1)C(=O)O[C@@H]1CC[C@H](CC1)C(N(C[C@@H]1CC[C@H](CC1)C1=CC(=C(C=C1)OC)C)C1=CC(=CC=C1)C=1C=NN(C1)C1CC1)=O